diisopropyl-aminotriethoxysilane C(C)(C)C(CO[Si](OCC)(OCC)N)C(C)C